OC(CN1C(C2=CC(=C(C=C2C1)NC(=O)C=1C=NN2C1N=CC=C2)N2CCOCC2)=O)(C)C N-[2-(2-hydroxy-2-methyl-propyl)-6-morpholino-1-oxo-isoindolin-5-yl]pyrazolo[1,5-a]pyrimidine-3-carboxamide